2-[4-[3-Chloro-5-[4-(hydroxymethyl)phenyl]benzoyl]piperazin-1-yl]-3H-quinazolin-4-one ClC=1C=C(C(=O)N2CCN(CC2)C2=NC3=CC=CC=C3C(N2)=O)C=C(C1)C1=CC=C(C=C1)CO